C(=O)C1CCC(CC1)CC#N 2-(4-formylcyclohexyl)acetonitrile